7-((4-(8-fluoro-4-(methylamino)quinazolin-7-yl)piperazin-1-yl)methyl)-3-methyl-4-thioxo-3,4-dihydroquinazolin-2(1H)-one FC=1C(=CC=C2C(=NC=NC12)NC)N1CCN(CC1)CC1=CC=C2C(N(C(NC2=C1)=O)C)=S